(1R,3S)-3-((6-chloro-2-(trifluoromethyl)quinolin-4-yl)-amino)cyclohexane ClC=1C=C2C(=CC(=NC2=CC1)C(F)(F)F)NC1CCCCC1